3-((((1R,2R)-2-((2-(2,6-dioxopiperidin-3-yl)-1-oxoisoindolin-5-yl)oxy)cyclohexyl)amino)methyl)-1-methylcyclobutane-1-carbonitrile O=C1NC(CCC1N1C(C2=CC=C(C=C2C1)O[C@H]1[C@@H](CCCC1)NCC1CC(C1)(C#N)C)=O)=O